2,3-Difluoro-N-(2-(pyrrolidin-1-yl)-4-((4-(trifluoromethyl)benzyl)amino)phenyl)octanamid FC(C(=O)NC1=C(C=C(C=C1)NCC1=CC=C(C=C1)C(F)(F)F)N1CCCC1)C(CCCCC)F